O=C1NC(CCC1N1C(C2=CC=CC(=C2C1=O)C)=O)=O (2,6-dioxopiperidin-3-yl)-4-methylisoindoline-1,3-dione